4-(6-(((5-Bromo-7-((2-(trimethylsilyl)ethoxy)methyl)-7H-pyrrolo[2,3-d]pyrimidin-4-yl)amino)methyl)pyridin-2-yl)piperazin-2-one BrC1=CN(C=2N=CN=C(C21)NCC2=CC=CC(=N2)N2CC(NCC2)=O)COCC[Si](C)(C)C